bis(3-(methyldiethoxysilyl)propyl)amine C[Si](CCCNCCC[Si](C)(OCC)OCC)(OCC)OCC